CN(C=1C=C(C(=O)NC2=CC(=CC=C2)[C@H](C)SC2=NN=CN2C)C=CC1)C (S)-3-(Dimethylamino)-N-(3-(1-((4-methyl-4H-1,2,4-triazol-3-yl)thio)ethyl)phenyl)benzamide